1-methyl-9H-pyrido[3,4-b]Indole CC1=NC=CC2=C1NC1=CC=CC=C21